ClC=1C(=NC(=NC1)NC1CCOCC1)C1=CC=C2CN(C(C2=C1)=O)CC(=O)N(CC(F)(F)F)C 2-(6-{5-chloro-2-[(oxacyclohex-4-yl)amino]pyrimidin-4-yl}-1-oxo-2,3-dihydro-1H-isoindol-2-yl)-N-methyl-N-(2,2,2-trifluoroethyl)acetamide